ClC1=C(C=NC2=CC(=C(C=C12)NC(C)=O)OCC)C#N N-(4-chloro-3-cyano-7-ethoxyquinolin-6-yl)acetamide